C(C1=CC=CC=C1)OC(=O)C1=CC=C(OCCCCCCCCCC(=O)O)C=C1 10-(4-benzyloxycarbonyl-phenoxy)decanoic acid